(6R)-17-amino-6-hydroxy-12-(1-methylcyclohexyl)-6,15-bis(trifluoromethyl)-19-oxa-3,4,12,18-tetrazatricyclo[12.3.1.12,5]nonadeca-1(18),2,4,14,16-pentaen-13-one NC1=CC(=C2C(N(CCCCC[C@@](C3=NN=C(C1=N2)O3)(C(F)(F)F)O)C3(CCCCC3)C)=O)C(F)(F)F